(4S)-4-Benzyl-3-(3-fluoro-5-(1-hydroxyethyl)phenyl)oxaolidin-2-one C(C1=CC=CC=C1)[C@H]1C(C(OC1)=O)C1=CC(=CC(=C1)C(C)O)F